trimethyl-(methoxyethoxyethyl)phosphonium C[P+](CCOCCOC)(C)C